2',4'-difluoro-[1,1'-biphenyl]-4-thiol FC1=C(C=CC(=C1)F)C1=CC=C(C=C1)S